benzisoxazolamide O1N=C(C2=C1C=CC=C2)C(=O)N